FC1=C(C=C(C=C1C)C1=C(C=C(C=C1C)OC)C)[C@H](CC(=O)O)NC([C@H](CC(C)C)N1N=C(C=C(C1=O)C)CCN1CC(C1)F)=O (S)-3-(4-fluoro-4'-methoxy-2',5,6'-trimethyl-[1,1'-biphenyl]-3-yl)-3-((S)-2-(3-(2-(3-fluoroazetidin-1-yl)ethyl)-5-Methyl-6-oxopyridazin-1(6H)-yl)-4-methylpentanamido)propanoic acid